C1CC12CCN(CC2)CC2=C1C(=NC(=C2)C=2C=C3CN(C(C3=CC2)=O)C2C(NC(CC2)=O)=O)N(C=C1)C 3-(5-(4-((6-azaspiro[2.5]octan-6-yl)methyl)-1-methyl-1H-pyrrolo[2,3-b]pyridin-6-yl)-1-oxoisoindolin-2-yl)piperidine-2,6-dione